NC[C@H](O)C=1C=NN(C1)C1=C(C=C(C#N)C=C1)OC1=NC(=NC(=C1)OCC1C(C1)(F)F)C 4-[4-[(1R)-2-amino-1-hydroxyethyl]pyrazol-1-yl]-3-[6-[(2,2-difluorocyclopropyl)methoxy]-2-methylpyrimidin-4-yl]oxybenzonitrile